N-[2-fluoro-4-(4,4,5,5-tetramethyl-1,3,2-dioxaborolan-2-yl)phenyl]methanesulfonamide FC1=C(C=CC(=C1)B1OC(C(O1)(C)C)(C)C)NS(=O)(=O)C